(3aR,4S,6S,6aR)-6-((3-(((tert-Butoxycarbonyl)(phenethyl)amino)methyl)cyclobutyl)methyl)-2,2-dimethyltetrahydro-4H-cyclopenta[d][1,3]dioxol-4-yl trifluoromethanesulfonate FC(S(=O)(=O)O[C@H]1C[C@@H]([C@H]2OC(O[C@H]21)(C)C)CC2CC(C2)CN(CCC2=CC=CC=C2)C(=O)OC(C)(C)C)(F)F